F[B-](F)(F)F.C1(=CC=CC=C1)[S+]1C=2C=CC=CC2C(C2=CC=CC=C12)=O 10-Phenyl-9-oxothioxanthenium tetrafluoro-borat